o-Aminobenzoic acid NC1=C(C(=O)O)C=CC=C1